N-methyl-3-(1-naphthalenyloxy)-3-(2-thienyl)propanamine CNCCC(C=1SC=CC1)OC1=CC=CC2=CC=CC=C12